silver bromoiodide BrI.[Ag]